2-(((2R,7aS)-2-fluorotetrahydro-1H-pyrrolizin-7a(5H)-yl)methoxy)-1,6-naphthyridin F[C@@H]1C[C@@]2(CCCN2C1)COC1=NC2=CC=NC=C2C=C1